C(C)(C)(C)OC([C@H]1N[C@H](CC1)C=C)=O (5R)-5-vinyl-L-proline tert-butyl ester